ClC1=C(C=CC=C1)N1C(=NN=C1C1=NC=NC=C1)C1CC(C1)NC(C1=CC=CC=C1)=O N-((1S,3r)-3-(4-(2-chlorophenyl)-5-(pyrimidin-4-yl)-4H-1,2,4-triazol-3-yl)cyclobutyl)benzamide